C(#N)/C(/C(=O)NCCCCC1CN(CC1)C(C1=CC=C(C=C1)N1CCN(CC1)CCCCCC#CC1=C2CN(C(C2=CC=C1)=O)C1C(NC(CC1)=O)=O)=O)=C\C=1C(=NC=CC1)F (E)-2-cyano-N-(4-(1-(4-(4-(7-(2-(2,6-dioxopiperidin-3-yl)-1-oxoisoindolin-4-yl)hept-6-yn-1-yl)piperazin-1-yl)benzoyl)pyrrolidin-3-yl)butyl)-3-(2-fluoropyridin-3-yl)acrylamide